COC1=CC=C(CN(C2=CC(=C(C(=N2)C2=C(C(=C3C(NC=NC3=C2)=O)F)Cl)C(F)(F)F)C)CC2=CC=C(C=C2)OC)C=C1 7-(6-(bis(4-methoxybenzyl)amino)-4-methyl-3-(trifluoromethyl)pyridin-2-yl)-6-chloro-5-fluoroquinazolin-4(3H)-one